2-(7-bromo-8-methylquinolin-5-yl)propan-2-ol BrC1=CC(=C2C=CC=NC2=C1C)C(C)(C)O